((4-methoxyphenyl)amino)-3-phenoxypropan-2-ol COC1=CC=C(C=C1)NCC(COC1=CC=CC=C1)O